(8-fluoro-6-(2-((3-(4-methylpiperazin-1-yl)phenyl)amino)-7H-pyrrolo[2,3-d]pyrimidin-5-yl)imidazo[1,2-a]pyridin-3-yl)methanol FC=1C=2N(C=C(C1)C1=CNC=3N=C(N=CC31)NC3=CC(=CC=C3)N3CCN(CC3)C)C(=CN2)CO